C(C(=C)C)(=O)OCCC[Si](OCCOC)(OCCOC)OCCOC gamma-methacryloxypropyltris(2-methoxyethoxy)silane